CN(CCCNC(=N)NC1=NC2=CC=CC=C2C(=N1)C)C 1-(3-(dimethylamino)propyl)-3-(4-methylquinazolin-2-yl)guanidine